(S)-2-((4-bromo-2-fluorophenyl)amino)-1-(oxetan-2-ylmethyl)-1H-benzo[d]imidazole-6-carboxylic acid tert-butyl ester C(C)(C)(C)OC(=O)C=1C=CC2=C(N(C(=N2)NC2=C(C=C(C=C2)Br)F)C[C@H]2OCC2)C1